C(=C)N1C(CCCCC1=O)=O N-vinyl-adipimide